ClC1=C(C=CC(=C1)Cl)[C@@H](C)NC1=CC(=NC=2N1N=CN2)N2CCC(CC2)[C@@H]2CN(CCC2)CCO 2-((R)-1'-(7-(((R)-1-(2,4-dichlorophenyl)ethyl)amino)-[1,2,4]triazolo[1,5-a]pyrimidin-5-yl)-[3,4'-bipiperidin]-1-yl)ethan-1-ol